2-Heptyl-3-hydroxy-quinolone CCCCCCCC1=C(C(=O)C2=CC=CC=C2N1)O